C(C)(=O)O.C(CCC)C1(C2=CC(=CC=C2C=2C=CC(=CC12)C(CCC1CCCCC1)=NO)[N+](=O)[O-])CCCC 1-(9,9-dibutyl-7-nitrofluoren-2-yl)-3-cyclohexyl-propane-1-one-oxime acetate